glyceryl behenate dioleate C(CCCCCCC\C=C/CCCCCCCC)(=O)O.C(CCCCCCC\C=C/CCCCCCCC)(=O)O.C(CCCCCCCCCCCCCCCCCCCCC)(=O)OCC(O)CO